N-(N-(3-((5-((3S,4S)-4-amino-3-methyl-2-oxa-8-azaspiro[4.5]decan-8-yl)pyrazin-2-yl)thio)-2-chlorophenyl)sulfamoyl)benzamide N[C@@H]1[C@@H](OCC12CCN(CC2)C=2N=CC(=NC2)SC=2C(=C(C=CC2)NS(=O)(=O)NC(C2=CC=CC=C2)=O)Cl)C